S1SC(CC1)CCCCCCCC(=O)O 1,2-dithiolane-3-octanoic acid